1-(2-hydroxyethyl)cyclopropan-1-ol OCCC1(CC1)O